2-(acetoxy(imino))pentan-3-one C(C)(=O)ON=C(C)C(CC)=O